N-(3-(5-methylbenzo[d]oxazol-2-yl)phenyl)-2-phenylacetamide CC=1C=CC2=C(N=C(O2)C=2C=C(C=CC2)NC(CC2=CC=CC=C2)=O)C1